4-(2-(piperazin-1-yl)ethyl)piperazine-1-yl-isoindoline-1,3-dione hydrochloride Cl.N1(CCNCC1)CCN1CCN(CC1)N1C(C2=CC=CC=C2C1=O)=O